OC1=C(C(=O)NC=2C3=C(N=CN2)N(C=C3)C)C=C(C(=C1)O)C(C)C 2,4-dihydroxy-5-isopropyl-N-(7-methyl-7H-pyrrolo[2,3-d]pyrimidin-4-yl)benzamide